ethyl 2,2-difluoro-4-phenyl-4-thiocyanatobutyrate FC(C(=O)OCC)(CC(SC#N)C1=CC=CC=C1)F